(R)-N-Boc-3-acetyl-piperidine C(=O)(OC(C)(C)C)N1C[C@@H](CCC1)C(C)=O